[Cl-].C(CCCCCCCCCCCCCCCCC)[NH2+]CCC[Si](OC)(OC)OC octadecyl-[3-(trimethoxysilyl)propyl]ammonium chloride